(E)-1-(3,5-dimethyl-1H-pyrazol-1-yl)but-2-en-1-one CC1=NN(C(=C1)C)C(\C=C\C)=O